O[C@@H]1C[C@H](N(C1)C(=O)OC(C)(C)C)C(=O)N1CCC(CC1)S(=O)(=N)C1=C(C=C(C=C1)[N+](=O)[O-])C tert-butyl (2S,4R)-4-hydroxy-2-[4-[(2-methyl-4-nitro-phenyl)sulfonimidoyl]piperidine-1-carbonyl]pyrrolidine-1-carboxylate